NC1=CC=C(C=C1)C1(CNC(CC1)=O)C(=O)OC(C)(C)C tert-butyl 3-(4-aminophenyl)-6-oxopiperidine-3-carboxylate